NC1=NC(=C(C=C1C=1C=C2CCNC(C2=CC1F)=O)C1=CC(=C(C=C1)N1CCN(CC1)C(C)C)C(F)(F)F)F 6-(2-amino-6-fluoro-5-(4-(4-isopropylpiperazin-1-yl)-3-(trifluoromethyl)phenyl)pyridin-3-yl)-7-fluoro-3,4-dihydroisoquinolin-1(2H)-one